palmitoleic acid tert-butyl-N-[(1S)-1-{[2-(hydroxymethyl)phenyl]carbamoyl}ethyl]carbamate C(C)(C)(C)OC(N[C@@H](C)C(NC1=C(C=CC=C1)CO)=O)=O.C(CCCCCCC\C=C/CCCCCC)(=O)O